N-(4-cyano-3-(trifluoromethyl)phenyl)-2-methyl-2-(4-(piperidin-4-yl)-1H-pyrazol-1-yl)propanamide C(#N)C1=C(C=C(C=C1)NC(C(C)(N1N=CC(=C1)C1CCNCC1)C)=O)C(F)(F)F